(2R,3S)-3-benzylpentan-2-ol C(C1=CC=CC=C1)[C@@H]([C@@H](C)O)CC